COC1=CC(=C2C=NN(C2=C1)C1OCCCC1)C=1N=NNN1 6-methoxy-1-(tetrahydro-2H-pyran-2-yl)-4-(2H-tetrazol-5-yl)-1H-indazole